C1(=CC=CC=C1)C(C)(C1=CC=CC=C1)SCCN1CCOC2=C1C=CC=C2OCC(=O)O {4-[2-(1,1-diphenylethylsulfanyl)-ethyl]-3,4-dihydro-2H-benzo[1,4]oxazin-8-yloxy}-acetic acid